(1s,2s)-N-(6-(2-ethyl-3-fluorophenyl)imidazo[1,2-a]pyridin-2-yl)-2-fluorocyclopropanecarboxamide C(C)C1=C(C=CC=C1F)C=1C=CC=2N(C1)C=C(N2)NC(=O)[C@H]2[C@H](C2)F